N-[2-(5-fluoro-1-methyl-1H-1,3-benzodiazol-2-yl)ethyl]-6-methyl-4-[(1-methylcyclopropyl)amino]furo[2,3-d]pyrimidine-5-carboxamide FC1=CC2=C(N(C(=N2)CCNC(=O)C2=C(OC=3N=CN=C(C32)NC3(CC3)C)C)C)C=C1